phenylacetic acid 3-phenyl-2-propenoyl ester C1(=CC=CC=C1)C=CC(=O)OC(CC1=CC=CC=C1)=O